ClC=1C=NC=CC1CN1C(=CC=C1)C(=O)NC=1SC(=C(N1)CC)C 1-((3-chloropyridin-4-yl)methyl)-N-(4-ethyl-5-methylthiazol-2-yl)-1H-pyrrole-2-carboxamide